(S)-3-((4-((3-chloro-4-(pyridin-2-ylmethoxy)phenyl)amino)-6-nitroquinazolin-7-yl)ethynyl)-3-methylpyrrolidine-1-carboxylic acid tert-butyl ester C(C)(C)(C)OC(=O)N1C[C@](CC1)(C)C#CC1=C(C=C2C(=NC=NC2=C1)NC1=CC(=C(C=C1)OCC1=NC=CC=C1)Cl)[N+](=O)[O-]